cetyl behenate cetyl-erucate C(CCCCCCCCCCCCCCC)OC(CCCCCCCCCCC\C=C/CCCCCCCC)=O.C(CCCCCCCCCCCCCCCCCCCCC)(=O)OCCCCCCCCCCCCCCCC